FC1=CC=C(C=C1)S(=O)(=O)C=1CC(OC1C1=CC=CC=C1)CSC 4-(4-fluorophenyl)sulfonyl-2-((methylthio)methyl)-5-phenyl-2,3-dihydrofuran